racemic-N-[5-(2-chlorophenyl)-7-oxo-2-(1H-pyrazol-4-yl)-5H,6H,7H-pyrrolo[3,4-b]pyridin-4-yl]-1,2-benzothiazole-3-carboxamide ClC1=C(C=CC=C1)[C@@H]1NC(C2=NC(=CC(=C21)NC(=O)C2=NSC1=C2C=CC=C1)C=1C=NNC1)=O |r|